1-Methyl-1H-pyrazole-4-carboxylic acid (6-fluoro-4-methoxy-7-morpholin-4-yl-thiazolo[4,5-c]pyridin-2-yl)-amide FC1=C(C2=C(C(=N1)OC)N=C(S2)NC(=O)C=2C=NN(C2)C)N2CCOCC2